NC1C(C1)CNC(C1=C(C=C(C=C1)NC=1C=2N(C=CN1)C(=CN2)C=2C(=NN(C2)CCF)C(F)(F)F)CC)=O N-((2-aminocyclopropyl)methyl)-2-ethyl-4-((3-(1-(2-fluoroethyl)-3-(trifluoromethyl)-1H-pyrazol-4-yl)imidazo[1,2-a]pyrazin-8-yl)amino)benzamide